NN1C=NC(=C2N3C(N=C12)N(C(N3C)=O)CCN3CCN(CC3)C3=CC=C(C=C3)C)C=3SC=CN3 5-Amino-1-methyl-3-[2-[4-(p-tolyl)piperazin-1-yl]ethyl]-8-thiazol-2-yl-[1,2,4]triazolo[5,1-f]purin-2-one